(tert-butyl 2-(3-(5-((2-bromo-4-methoxy-6-methylphenyl) ((2-(trimethylsilyl) ethoxy) methyl) carbamoyl) thiophen-3-yl) phenyl) propyl) carbamate C(N)(OCC(CC(C)(C)C)C1=CC(=CC=C1)C1=CSC(=C1)C(N(COCC[Si](C)(C)C)C1=C(C=C(C=C1C)OC)Br)=O)=O